NCCNC(NC(=O)OC(C)(C)C)=NC(OC(C)(C)C)=O tert-butyl (2-aminoethylamino)(tert-butoxycarbonylamino)methylenecarbamate